N-(2-Fluoro-4-(2-(((3S,5S)-5-fluoro-5-methylpiperidin-3-yl)amino)-8-isopropyl-7-oxo-7,8-dihydropteridin-6-yl)phenyl)-1-phenylmethanesulfonamide FC1=C(C=CC(=C1)C1=NC=2C=NC(=NC2N(C1=O)C(C)C)N[C@@H]1CNC[C@@](C1)(C)F)NS(=O)(=O)CC1=CC=CC=C1